4-(2-fluoro-4-methylphenoxy)piperidine FC1=C(OC2CCNCC2)C=CC(=C1)C